1-oxopropan-2-yl(methyl)carbamate O=CC(C)OC(NC)=O